tert-Butyl (4R)-4-[(1R)-1-(cyclobutylmethyl)-5-[methoxy(methyl)amino]-5-oxo-pent-3-enyl]-2,2-dimethyl-oxazolidine-3-carboxylate C1(CCC1)C[C@H](CC=CC(=O)N(C)OC)[C@H]1N(C(OC1)(C)C)C(=O)OC(C)(C)C